tert-Butyl-3-(2-aminoethyl)-1H-indole-1-carboxylate C(C)(C)(C)OC(=O)N1C=C(C2=CC=CC=C12)CCN